methyl 5-amino-4-(4-(4-(chloromethyl)benzyloxy)-1-oxoisoindolin-2-yl)-5-oxopentanoate NC(C(CCC(=O)OC)N1C(C2=CC=CC(=C2C1)OCC1=CC=C(C=C1)CCl)=O)=O